1-[4-(cyanomethyl)-1-[[4-(trifluoromethoxy)phenyl]methyl]-4-piperidyl]-3-(cyclopropanecarbonylamino)pyrazole-4-carboxamide C(#N)CC1(CCN(CC1)CC1=CC=C(C=C1)OC(F)(F)F)N1N=C(C(=C1)C(=O)N)NC(=O)C1CC1